tert-butyl-4-[[4-[3-(2,6-dibenzyloxy-3-pyridyl)-1-methyl-indazol-7-yl]piperazin-1-yl]methyl]-3-methyl-piperidine-1-carboxylate C(C)(C)(C)OC(=O)N1CC(C(CC1)CN1CCN(CC1)C=1C=CC=C2C(=NN(C12)C)C=1C(=NC(=CC1)OCC1=CC=CC=C1)OCC1=CC=CC=C1)C